tert-butyl N-(2-(benzyloxy)ethyl)-N-((((di-tert-butoxyphosphoryl)oxy)methoxy) carbonyl)glycinate C(C1=CC=CC=C1)OCCN(CC(=O)OC(C)(C)C)C(=O)OCOP(=O)(OC(C)(C)C)OC(C)(C)C